S-Methyl 2-((pyrazine-2-carboxamido)methyl)benzofuran-7-carbothioate N1=C(C=NC=C1)C(=O)NCC=1OC2=C(C1)C=CC=C2C(SC)=O